ClC1=C(C(=O)N2COC3=C(C2)C=CC=C3C3=CC(=C(C(=O)O)C=C3F)N3C2COCC3CC2)C(=CC(=C1)N1CC2(C1)CN(C2)CCOC)Cl 4-[3-[2,6-Dichloro-4-[6-(2-methoxyethyl)-2,6-diazaspiro[3.3]heptan-2-yl]benzoyl]-2,4-dihydro-1,3-benzoxazin-8-yl]-5-fluoro-2-(3-oxa-8-azabicyclo[3.2.1]octan-8-yl)benzoic acid